nickelous bromide [Ni](Br)Br